12-(2,6-dimethylphenyl)-18-methyl-17-(2-methylpropyl)-15-oxa-8λ6-thia-1,9,11,18,22-pentaazatetracyclo[14.4.1.13,7.110,14]tricosa-3(23),4,6,10(22),11,13-hexaene-2,8,8-trione CC1=C(C(=CC=C1)C)C1=NC=2NS(C3=CC=CC(C(N4CCN(C(C(OC(=C1)N2)C4)CC(C)C)C)=O)=C3)(=O)=O